N1=C(C=NC=C1)CNC(N)=O 3-(pyrazin-2-ylmethyl)urea